(+/-)-N5-((1R,5S,6r)-3-oxabicyclo[3.1.0]hexan-6-yl)-N7-methyl-3-(pyridin-4-yl)-2,3-dihydrobenzofuran-5,7-dicarboxamid [C@H]12COC[C@@H]2C1NC(=O)C=1C=C(C2=C(C(CO2)C2=CC=NC=C2)C1)C(=O)NC